5-(4-sulfamoylphenoxy)-1H-1,2,3-triazole-4-carboxylic acid S(N)(=O)(=O)C1=CC=C(OC2=C(N=NN2)C(=O)O)C=C1